ClC1=C(C(=O)C=2C=C3C(=CN(C3=CC2)NCC)C=2CCN(CC2)CCCCC)C=CC=C1 5-(2-chlorobenzoyl)-N-ethylamino-3-(1-pentyl-1,2,3,6-tetrahydropyridin-4-yl)-1H-indole